2-((1-methyl-1H-pyrazol-3-yl)oxy)-1-(4-(5-(trifluoromethyl)-1,2,4-oxadiazol-3-yl)phenyl)ethan-1-one CN1N=C(C=C1)OCC(=O)C1=CC=C(C=C1)C1=NOC(=N1)C(F)(F)F